C(C)C=1C(=NC2=CC3=C(C=C2C1)OCC[C@@H]1N(C3)CCN(C1)C=1C=CC(=NC1)C(=O)NC)OC (S)-5-(10-ethyl-11-methoxy-1,2,4,4a,5,6-hexahydro-3H,14H-pyrazino[1',2':5,6][1,5]oxazocino[2,3-g]quinolin-3-yl)-N-methylpicolinamide